7-(difluoro-methyl)-5-(4-(morpholine-4-carbonyl)phenyl)benzofuran FC(C1=CC(=CC=2C=COC21)C2=CC=C(C=C2)C(=O)N2CCOCC2)F